COC(C1=C(C=C(C=C1C=C1CCN(CC1)C(C1=CC=C(C=C1)OC)=O)OC)O)=O 2-hydroxy-4-methoxy-6-{[1-(4-methoxybenzoyl)piperidin-4-ylidene]methyl}benzoic acid methyl ester